ICCC=CC=CCCCC 1-iodo-3,5-decadiene